4,7-bis(5-n-octyl-2-thienyl)-2,1,3-benzothiadiazole C(CCCCCCC)C1=CC=C(S1)C1=CC=C(C2=NSN=C21)C=2SC(=CC2)CCCCCCCC